N1(CCC1)C(=O)C=1C(=C(C(=CC1CCCCC)O)C1=C(C=CC(=C1)C)C(=C)C)O azetidin-1-yl(2,6-dihydroxy-5'-methyl-4-pentyl-2'-(prop-1-en-2-yl)-[1,1'-biphenyl]-3-yl)methanone